BrC=1C=2C(N=C3N(C2C=CC1)C1=CC(=CC=C1C3(C)C)C3CCN(CC3)CC3COC1(CN(C1)C1=CC(=C(C(=C1)F)N1C(CCCC1=O)=O)F)CC3)=O (4-(7-((4-(4-bromo-7,7-dimethyl-5-oxo-5,7-dihydroindolo[1,2-a]quinazolin-10-yl)piperidin-1-yl)methyl)-5-oxa-2-azaspiro[3.5]nonan-2-yl)-2,6-difluorophenyl)piperidine-2,6-dione